N1=NC(=CC=C1)C=1C=C(N)C=CC1 3-(pyridazin-3-yl)aniline